2-fluoro-N-(6-methyl-3-oxo-2,3-dihydro-1,2,4-triazin-4(5H)-yl)benzenesulfonamide FC1=C(C=CC=C1)S(=O)(=O)NN1C(NN=C(C1)C)=O